dihexyl-2-isooctyl aconitate C(C=C(C(=O)[O-])CC(=O)[O-])(=O)OC(C(CCCCCC)CCCCCC)CCCC(C)C